ClC1=CC(=C2C=NNC2=C1)C=1N=CN(C(C1)=O)[C@H]1CCC[C@H](C(NC=2C=NN(C2C=2C=CN=C1C2)C(F)F)=O)C (9R,13S)-13-[4-(6-chloro-1H-indazol-4-yl)-6-oxo-1,6-dihydropyrimidin-1-yl]-3-(difluoromethyl)-9-methyl-3,4,7,15-tetraazatricyclo[12.3.1.02,6]Octadec-1(18),2(6),4,14,16-pentaen-8-one